S(CCC(=O)[O-])CCC(=O)[O-] 3,3'-thiodipropionate